O1CC(C1)C=1C=C(C=O)C=CC1 3-(oxetan-3-yl)benzaldehyde